ClC=1C=NC=C(C1[C@@H](C)OC=1C=C2C(=NN(C2=CC1)C1OCCCC1)C=1C(=NC(=CC1)F)F)Cl 5-[(1R)-1-(3,5-dichloro-4-pyridyl)ethoxy]-3-(2,6-difluoro-3-pyridyl)-1-tetrahydropyran-2-yl-indazole